C1(=CC=C(C=C1)[C@H](C)N1N=CC2=CC=CC(=C12)C(=O)NC1CC2(CCC2)C1)C1=CC=CC=C1 (Sa)-6-(1-((S)-1-([1,1'-Biphenyl]-4-yl)ethyl)-1H-indazol-7-carboxamido)spiro[3.3]heptan